2-Isopropyl-4,5,6,7-tetrahydrothiazolo[5,4-c]pyridine C(C)(C)C=1SC=2CNCCC2N1